[Cl-].[Cl-].C[SiH](C)[Ti+2](C1C(=CC2=CC(=CC=C12)CC(C)C)C)C1C(=CC2=CC(=CC=C12)CC(C)C)C dimethylsilylbis(2-methyl-5-isobutyl-1-indenyl)titanium dichloride